(S)-N-(3-(1-((5H-pyrrolo[2,3-b]pyrazin-2-yl)amino)ethyl)phenyl)-1-cyclobutyl-1H-pyrazole-4-carboxamide N1=C2C(=NC=C1N[C@@H](C)C=1C=C(C=CC1)NC(=O)C=1C=NN(C1)C1CCC1)NC=C2